(3-chlorophenyl)-6,7-dimethoxyquinazolin-4-amine ClC=1C=C(C=CC1)C1=NC2=CC(=C(C=C2C(=N1)N)OC)OC